CC(C#CCC=1N=C(N(C1)C(=O)N)OC1=CC=CC=C1)C (4-methylpent-2-yn-1-yl)-2-phenoxy-1H-imidazole-1-carboxamide